ClC1=C(C=CC=C1Cl)NC(=S)N (2,3-Dichlorophenyl)thiourea